C1C2N(CCN1CCOC1=CC=C(C(=O)N)C=C1)CCC2 4-(2-(hexahydropyrrolo[1,2-a]pyrazin-2(1H)-yl)ethoxy)benzamide